4-((8-(methyl-(phenyl)carbamoyl)quinolin-5-yl)amino)piperidine-1-carboxylic acid tert-butyl ester C(C)(C)(C)OC(=O)N1CCC(CC1)NC1=C2C=CC=NC2=C(C=C1)C(N(C1=CC=CC=C1)C)=O